F[C@@H]1CN(CC1)CCC1=NNC(C(=C1)C)=O 3-(2-((S)-3-fluoropyrrolidin-1-yl)ethyl)-5-methyl-6-oxoPyridazin